NC1=NC2=C(C=3N1N=C(N3)C=3OC=CC3)SC(N2CCN2CCN(CC2)C2=C(C=C(C=C2)O[C@H]2CNC[C@@H]2F)F)=O 5-amino-3-(2-(4-(2-fluoro-4-(((3S,4S)-4-fluoropyrrolidin-3-yl)oxy)phenyl)piperazin-1-yl)ethyl)-8-(furan-2-yl)thiazolo[5,4-e][1,2,4]triazolo[1,5-c]pyrimidin-2(3H)-one